2-[(4-chloro-3-pyrimidin-5-yl-pyrrolo[2,3-b]pyridin-1-yl)methoxy]ethyl-trimethyl-silane ClC1=C2C(=NC=C1)N(C=C2C=2C=NC=NC2)COCC[Si](C)(C)C